CN1N=C(C=C1C=1C=2N(C(=NC1)NCC1=C(C=CC3=C1C(CO3)=O)F)C=C(N2)C#N)C 8-(1,3-dimethyl-1H-pyrazol-5-yl)-5-(((5-fluoro-3-oxo-2,3-dihydrobenzofuran-4-yl)methyl)amino)imidazo[1,2-c]pyrimidine-2-carbonitrile